tert-butyl 4-((3-(trifluoromethyl)pyridin-2-yl)oxy)piperidine-1-carboxylate FC(C=1C(=NC=CC1)OC1CCN(CC1)C(=O)OC(C)(C)C)(F)F